methyl 6-amino-5-bromoquinoline-7-carboxylate NC=1C(=C2C=CC=NC2=CC1C(=O)OC)Br